N-(4-{[6-(5-chloro-2-fluorophenyl)-3-(dimethylamino)pyridazin-4-yl]amino}pyridin-2-yl)-3-(4-methylpiperazin-1-yl)cyclobutane-1-carboxamide ClC=1C=CC(=C(C1)C1=CC(=C(N=N1)N(C)C)NC1=CC(=NC=C1)NC(=O)C1CC(C1)N1CCN(CC1)C)F